(2R)-N-((S)-(4-fluoro-3-methylphenyl)(trans-4-(trifluoromethyl)cyclohexyl)methyl)-2-methyl-3-oxopiperazine-1-carboxamide FC1=C(C=C(C=C1)[C@@H](NC(=O)N1[C@@H](C(NCC1)=O)C)[C@@H]1CC[C@H](CC1)C(F)(F)F)C